ClC(CC1=CC=C(CC2C(CCC2)=O)C=C1)C 2-[4-(2-chloropropyl)benzyl]cyclopentanone